dipentaerythritol hexa(4-mercaptobutyrate) SCCCC(=O)OCC(COC(CCCS)=O)(COCC(COC(CCCS)=O)(COC(CCCS)=O)COC(CCCS)=O)COC(CCCS)=O